N-[(1S)-1-(dicyclopropylmethyl)-2-[4-(3,5-dimethyl-1H-pyrazol-4-yl)anilino]-2-oxo-ethyl]-1-methyl-pyrazole-3-carboxamide C1(CC1)C([C@@H](C(=O)NC1=CC=C(C=C1)C=1C(=NNC1C)C)NC(=O)C1=NN(C=C1)C)C1CC1